2-[(4-chloropyrimidin-5-yl)oxy]-5-fluoro-N,N-diisopropylbenzamide ClC1=NC=NC=C1OC1=C(C(=O)N(C(C)C)C(C)C)C=C(C=C1)F